2-(heptane-4-yloxy)-N,N-bis(4-methoxybenzyl)imidazo[2,1-f][1,2,4]triazin-4-amine CCCC(CCC)OC1=NN2C(C(=N1)N(CC1=CC=C(C=C1)OC)CC1=CC=C(C=C1)OC)=NC=C2